C1(CC1)C=1C=CC(=NC1)CC(=O)NC1=CC(=C(C=C1)F)[C@H](C)NC=1C=NC=2C(N1)=NN(C2)CC (S)-2-(5-cyclopropylpyridin-2-yl)-N-(3-(1-((2-ethyl-2H-pyrazolo[3,4-b]pyrazin-6-yl)amino)ethyl)-4-fluorophenyl)acetamide